ClC1=C(N=C2N1C=CC(=C2)C(=O)NC21CC(C2)(C1)C#N)C1=C(C=C(C=C1C=1C(=NNC1)F)F)F 3-chloro-N-(3-cyanobicyclo[1.1.1]pentan-1-yl)-2-(2,4-difluoro-6-(3-fluoro-1H-pyrazol-4-yl)phenyl)imidazo[1,2-a]pyridine-7-carboxamide